6-(benzylthio)-8-chloroimidazo[1,5-a]pyrazin C(C1=CC=CC=C1)SC=1N=C(C=2N(C1)C=NC2)Cl